FC1=CC=C(C=C1)C1(CCCCC=2N=C3N(C=C(C=C3)C=3C=NC(=NC3)N3CCOCC3)C21)O 10-(4-fluorophenyl)-2-(2-morpholinylpyrimidin-5-yl)-7,8,9,10-tetrahydro-6H-cyclohepta[4,5]imidazo[1,2-a]pyridin-10-ol